C1(CC1)OC1=C(C=CC=C1)C=1C=NN2C1N=C(C=C2)N2CCNCC2 3-[2-(cyclopropoxy)phenyl]-5-piperazin-1-yl-pyrazolo[1,5-a]pyrimidine